BrC=1C=C(C=CC1C)CC(F)(F)F 1-(3-Bromo-4-methylphenyl)-2,2,2-trifluoroethan